tert-Butyl (2S)-2-(((tert-butyldiphenylsilyl)oxy)methyl)-5-(1-diazo-2-ethoxy-2-oxoethyl)-5-hydroxypiperidine-1-carboxylate [Si](C1=CC=CC=C1)(C1=CC=CC=C1)(C(C)(C)C)OC[C@H]1N(CC(CC1)(O)C(C(=O)OCC)=[N+]=[N-])C(=O)OC(C)(C)C